m-fluorobenzenemethylamine iodine [I].FC=1C=C(C=CC1)CN